C1(CCCC1)N1C(N=C2N=C(N=CC2=C1)C)=O 3-cyclopentyl-7-methylpyrimidino[4,5-d]pyrimidin-2(3H)-one